3-[4-[[cis-4-Fluoropyrrolidin-3-yl]carbamoyl]phenyl]-1-sulfamoyl-pyrrole-2-carboxylic acid F[C@@H]1[C@@H](CNC1)NC(=O)C1=CC=C(C=C1)C1=C(N(C=C1)S(N)(=O)=O)C(=O)O